C(C1CO1)N(CC=C)CC=C N-(2,3-epoxypropyl)-N,N-diallyl-amine